C(C)(=O)O[C@H]1[C@@H](SC2=CC(=C(C=C2)F)Br)O[C@@H]([C@@H]([C@@H]1N=[N+]=[N-])OC(C)=O)COC(C)=O 3-bromo-4-fluoro-phenyl 2,4,6-tri-O-acetyl-3-azido-3-deoxy-1-thio-alpha-D-galactopyranoside